COC1=CC=C(C=C1)S(=O)(=O)NCCCC(C)C1=CC(=NC2=CC=CC=C12)C 4-methoxy-N-(4-(2-methylquinolin-4-yl)pentyl)benzenesulfonamide